CC(C=O)(CO)C 2,2-dimethyl-3-hydroxypropanal